C1CC=CCC1 (R)-3-cyclohexene